OC(CCCCCCCCCCCC(=O)O)C(CCCCCC)O 13,14-dihydroxyeicosanoic acid